C(CC)CO[Si](OC)(OC)N[Si](OC)(OC)OCCCC bis-(propyltrimethoxysilyl)amine